2-(3-(dimethylamino)propyl)-3-(indolin-7-yl)-N-phenylaniline CN(CCCC1=C(NC2=CC=CC=C2)C=CC=C1C=1C=CC=C2CCNC12)C